ethyl 5-[[2-(3,3-difluoropyrrolidin-1-yl)-4-(2-fluorophenyl)-3-pyridyl] carbamoyl]-6,7-dihydro-4H-pyrazolo[1,5-a]pyrazine-2-carboxylate FC1(CN(CC1)C1=NC=CC(=C1NC(=O)N1CC=2N(CC1)N=C(C2)C(=O)OCC)C2=C(C=CC=C2)F)F